3,3,5,5-tetramethyl-1,2-cyclopentanedione CC1(C(C(C(C1)(C)C)=O)=O)C